1'-{2-[(1-acetyl-1,2,3,4-tetrahydroquinolin-6-yl)oxy]ethyl}-5-chloro-1,2-dihydrospiro[indole-3,4'-piperidin]-2-one C(C)(=O)N1CCCC2=CC(=CC=C12)OCCN1CCC2(CC1)C(NC1=CC=C(C=C12)Cl)=O